FC1=C(OC2CCC(CC2)C(=O)OCC)C=C(C(=C1)OC)C(N[C@@H]1[C@H]2CC[C@@H]([C@@H]1C(NCCCC(F)(F)F)=O)C2)=O Ethyl (1S,4s)-4-(2-fluoro-4-methoxy-5-(((1S,2R,3S,4R)-3-((4,4,4-trifluorobutyl)carbamoyl)bicyclo[2.2.1]heptan-2-yl)carbamoyl)phenoxy)cyclohexane-1-carboxylate